BrC=1C(N(C(=CC1OCC1=NC=C(C=C1F)C)C)C1=CC(=NC=C1C)C1=NC(=NC=C1)C(C)(C)O)=O (M)-3-bromo-4-((3-fluoro-5-methylpyridin-2-yl)methoxy)-2'-(2-(2-hydroxypropan-2-yl)pyrimidin-4-yl)-5',6-dimethyl-2H-[1,4'-bipyridin]-2-one